CC1=CC2=NNN=C2C=C1 5-Tolyltriazole